ClC=1C(=NC(=NC1)NC1CCOCC1)C1=CC=C2CN(C(C2=C1)=O)[C@@H](C(=O)N[C@H](CO)C1=CC(=C(C=C1)F)C)C (2R)-2-(6-{5-chloro-2-[(oxacyclohex-4-yl)amino]pyrimidin-4-yl}-1-oxo-2,3-dihydro-1H-isoindol-2-yl)-N-[(1S)-1-(4-fluoro-3-methylphenyl)-2-hydroxyethyl]propionamide